3-[3-Fluoro-4-(methanesulfonylmethyl)phenyl]-7-(1-{[2-(1H-imidazol-4-yl)ethyl]carbamoyl}propan-2-yl)-1H-indole-2-carboxylic acid FC=1C=C(C=CC1CS(=O)(=O)C)C1=C(NC2=C(C=CC=C12)C(CC(NCCC=1N=CNC1)=O)C)C(=O)O